bromocyanoindenone BrC1=C(C(C2=CC=CC=C12)=O)C#N